ClC=1C=C(C=CC1Cl)N1CC(N(CC1)C(=O)N1C(C=CC2=CC=CC=C12)=O)(C)C (4-(3,4-dichlorophenyl)-2,2-dimethylpiperazine-1-carbonyl)quinolin-2(1H)-one